C(OC(CC(C)(OOC(C)C)C)C)(OC(CC(C)(OOC(C)C)C)C)=O bis[1,3-dimethyl-3-(i-propylperoxy) butyl] carbonate